OC1(CCN(CC1)C(C[C@@H](C)C1=CC=CC=C1)=O)CN1C=NC=2C(C1=O)=CSC2C2=CC=C1C=NNC1=C2 (R)-3-((4-hydroxy-1-(3-phenylbutyryl)piperidin-4-yl)methyl)-7-(1H-indazol-6-yl)thieno[3,4-d]pyrimidin-4(3H)-one